OC1=NC=CC=C1O L-2,3-dihydroxypyridine